COC(CNC(C(F)(F)F)=O)OC N-(2,2-dimethoxyethyl)-2,2,2-Trifluoroacetamide